3-amino-3-(hydroxymethyl)cyclobutane-1-ol NC1(CC(C1)O)CO